3-((tert-Butyldimethylsilyl)oxy)-2,2-difluoropropan [Si](C)(C)(C(C)(C)C)OCC(C)(F)F